CS(=O)(=O)C=1C=C(C=CC1)B1OC(C)(C)C(C)(C)O1 3-(methylsulfonyl)phenylboronic acid pinacol ester